(E)-2-(7-(3-amino-3-methylbut-1-en-1-yl)imidazo[1,2-a]pyrimidin-2-yl)-5-(2H-1,2,3-triazol-2-yl)phenol NC(/C=C/C1=NC=2N(C=C1)C=C(N2)C2=C(C=C(C=C2)N2N=CC=N2)O)(C)C